N=1C=C(N2C1C=CC=C2)C(C)(C)NC(=O)C2CNC2 N-(2-(imidazo[1,2-a]pyridin-3-yl)propan-2-yl)azetidine-3-carboxamide